C1=C(C=CC2=CC=CC=C12)C(=O)N[C@@H](C(=O)N1[C@@H](C[C@@H](C1)N1N=NC=C1C(C)(C)O)C(=O)NC1(CCOCCC1)C(C(=O)N)=O)CC1CCCCC1 (2S,4S)-1-((R)-2-(2-naphthoylamino)-3-cyclohexylpropionyl)-N-(4-(2-amino-2-oxoacetyl)oxepan-4-yl)-4-(5-(2-hydroxypropan-2-yl)-1H-1,2,3-triazol-1-yl)pyrrolidine-2-carboxamide